3-(2,3-Dimethylcyclohexyl)aminopropan CC1C(CCCC1C)NCCC